C(#C)C1=C2CN(C(C2=CC(=C1)CN1C[C@H](CCC1)C)=O)C1=CC(=CC=C1)C1(CC(C1)C)C1=NN=CN1C 4-ethynyl-2-(3-((1S,3R)-3-methyl-1-(4-methyl-4H-1,2,4-triazol-3-yl)cyclobutyl)phenyl)-6-(((S)-3-methylpiperidin-1-yl)methyl)isoindol-1-one